O1CCC(CC1)COCCC=O 3-(OXAN-4-YLMETHOXY)PROPANAL